5-(5-bromo-2-fluorophenyl)pent-4-yn-1-ol 3,7-dimethyl-2,6-octadienyl-2-oxopropionate CC(=CCCC(C(=O)OCCCC#CC1=C(C=CC(=C1)Br)F)=O)CCC=C(C)C